trimethylcyclohexylammonium sulfate S(=O)(=O)([O-])[O-].C[N+](C1CCCCC1)(C)C.C[N+](C)(C)C1CCCCC1